diethyl heptanoylpropylphosphonate C(CCCCCC)(=O)C(CC)P(OCC)(OCC)=O